COC(=O)C=1C(=NC=C(C1)C=1SC=CC1)N 2-amino-5-(thiophen-2-yl)pyridine-3-carboxylic acid methyl ester